O1C[C@H](CC1)N1CCC(CC1)C(=O)OCC Ethyl 1-[(3S)-tetrahydrofuran-3-yl]piperidine-4-carboxylate